(2S,4S)-4-methylproline methyl ester COC([C@H]1NC[C@H](C1)C)=O